(2-isopropyl-5-methylcyclohexanone) acetate C(C)(=O)O.C(C)(C)C1C(CC(CC1)C)=O